ClC1=C(C=C(C=C1CO)F)S(=O)(=O)NC1=C(C(=C(C=C1)F)C1=CC=C2C(=NNC2=C1F)C=1NC=CN1)F 2-chloro-N-(2,4-difluoro-3-(7-fluoro-3-(1H-imidazol-2-yl)-1H-indazol-6-yl)phenyl)-5-fluoro-3-(hydroxymethyl)-benzenesulfonamide